N[C@@H](C1=C(C=C(C(=C1)Cl)C)O)C1CCN(CC1)S(=O)(=O)C1CNCC1 2-[(R)-amino[1-(pyrrolidine-3-sulfonyl)piperidin-4-yl]methyl]-4-chloro-5-methylphenol